[2-(4-methoxyphenyl)vinyl]-4,6-bis-trichloromethyl-[1,3,5]Triazine COC1=CC=C(C=C1)C=CC1=NC(=NC(=N1)C(Cl)(Cl)Cl)C(Cl)(Cl)Cl